ClC=1N=CC2=C(N1)C=C(S2)C 2-chloro-6-methylthieno[3,2-d]pyrimidine